COC1=NC2=CC=C(C=C2C=C1)C1=CN=CC2=C(C=CC=C12)NC(CC)=O N-(4-(2-methoxyquinolin-6-yl)isoquinolin-8-yl)propanamide